CC1=C(C=2N(C3=C1CN(C3)C(CC3CN(C3)C3=NC=C(C=N3)C(F)(F)F)=O)N=CN2)C=C 1-(5-methyl-4-vinyl-6,8-dihydro-7H-pyrrolo[3,4-e][1,2,4]triazolo[1,5-a]pyridin-7-yl)-2-(1-(5-(trifluoromethyl)pyrimidin-2-yl)azetidin-3-yl)ethan-1-one